methyl 1-((5-bromo-1-(tetrahydrofuran-3-yl)-1H-indazol-3-yl) methyl)-1H-indole-7-carboxylate BrC=1C=C2C(=NN(C2=CC1)C1COCC1)CN1C=CC2=CC=CC(=C12)C(=O)OC